N-[(4-formyl-3-nitro-phenyl)methyl]-N-(2-methanesulfonylpyridin-3-yl)propanamide C(=O)C1=C(C=C(C=C1)CN(C(CC)=O)C=1C(=NC=CC1)S(=O)(=O)C)[N+](=O)[O-]